ClC1=C(C=CC2=C(C=CC=C12)Cl)C 1,5-dichloro-methylnaphthalene